FC(C(=O)O)(F)F.NCCCCCCC#CC1=C2CN(C(C2=CC=C1)=O)C1C(NC(CC1)=O)=O 3-[4-(8-aminooct-1-yn-1-yl)-1-oxo-3H-isoindol-2-yl]piperidine-2,6-dione trifluoroacetate